C[Si](OCC)(OCC)CCC(F)(F)F methyl-(3,3,3-trifluoropropyl)diethoxysilane